FC=1C(=C2C(=NC(=NN2C1)N[C@H]1[C@H](CN(CC1)C1COC1)F)OC)C=1C=CC2=C(N(C=N2)CCF)C1 6-fluoro-N-((3S,4R)-3-fluoro-1-(oxetan-3-yl)piperidin-4-yl)-5-(1-(2-fluoroethyl)-1H-benzo[d]imidazol-6-yl)-4-methoxypyrrolo[2,1-f][1,2,4]triazin-2-amine